C(C)NCCC[Si](OC)(OC)OC gamma-(N-ethyl)aminopropyl-trimethoxysilane